C(CCCCCCCCCCCCCCC)(=O)OCC(OC(CCCCCCCCCCCCCCCCC)=O)CO 1-palmitoyl-2-stearoyl-glycerol